OC(CO[Ti])CO (2,3-dihydroxypropoxy)titanium